O-benzoyl-N-benzyl-N-(4-methoxybenzyl)hydroxylamine C(C1=CC=CC=C1)(=O)ON(CC1=CC=C(C=C1)OC)CC1=CC=CC=C1